Cl.C(=N)OC=N formimino ether hydrochloride